C(=C)[Si]1(O[Si](O[Si](O1)(C)C)(C)C)C=C divinyl-tetramethyl-cyclotrisiloxane